C(O)(O)=O.NC(=O)N urea-carbonate salt